2-(3-fluoro-5-(1-(trifluoromethyl)-1H-pyrazol-4-yl)phenyl)acetic acid FC=1C=C(C=C(C1)C=1C=NN(C1)C(F)(F)F)CC(=O)O